[Cr](=O)(=O)([O-])[O-].[Cs+].[Cs+] dicesium chromate